FC1=CC(=CC=2C(=NOC21)N2C(SC(=C2)COC)=O)C=O 7-fluoro-3-((R)-5-(methoxymethyl)-2-oxothiazol-3-yl)benzo[d]isoxazole-5-carbaldehyde